FC1=C(O[C@H](C(=O)O)C)C(=CC(=C1)F)C(CC)=O (2S)-2-(2,4-difluoro-6-propionylphenoxy)propionic acid